N1=C(C=CC=C1)C1=C(C=CC=C1)C1=NC=2N(N=C3C=CC=CC23)C=C1 2-(pyridin-2-yl)phenylpyrimidino[1,2-b]indazole